2-methoxy-4,6-bis(tribromomethyl)-s-triazine COC1=NC(=NC(=N1)C(Br)(Br)Br)C(Br)(Br)Br